selenium-indium-cesium [Cs].[In].[Se]